N-{[4-(5-methylpyridine-3-sulfonyl)phenyl]methyl}imidazo[1,2-a]pyrimidine-6-carboxamide CC=1C=C(C=NC1)S(=O)(=O)C1=CC=C(C=C1)CNC(=O)C=1C=NC=2N(C1)C=CN2